Coenzyme A sodium salt hydrate O.[Na].[C@@H]1([C@H](O)[C@H](OP(=O)(O)O)[C@@H](COP(=O)(O)OP(=O)(O)OCC(C)(C)[C@@H](O)C(=O)NCCC(=O)NCCS)O1)N1C=NC=2C(N)=NC=NC12